4-((2R,3R,4R,5R)-3-(4-fluoro-2-methoxyphenyl)-4,5-dimethyl-5-(trifluoromethyl)tetrahydrofuran-2-carboxamido)picolinamide FC1=CC(=C(C=C1)[C@@H]1[C@@H](O[C@]([C@@H]1C)(C(F)(F)F)C)C(=O)NC1=CC(=NC=C1)C(=O)N)OC